N-(3-hydroxyphenyl)-5-methyl-4-oxo-3-(1-propyl-1H-pyrazol-4-yl)-4,5-dihydro-3H-pyrrolo[2,3-c]quinoline-1-carboxamide OC=1C=C(C=CC1)NC(=O)C1=CN(C=2C(N(C=3C=CC=CC3C21)C)=O)C=2C=NN(C2)CCC